3-hydrazinylidene-2-methyl-1,2,4-triazinan-6-one N(N)=C1N(NC(CN1)=O)C